Br.CC1CN(CCN1)C=O (3-methylpiperazin-1-yl)methanone hydrobromide